5-(4-((3-isopropyl-2,4-dioxo-1,2,3,4-tetrahydroquinazolin-7-yl)methyl)piperazin-1-yl)-N-methylpicolinamide C(C)(C)N1C(NC2=CC(=CC=C2C1=O)CN1CCN(CC1)C=1C=CC(=NC1)C(=O)NC)=O